1-(tert-butoxycarbonyl)pyrrolidin-3-yl 1H-imidazole-1-carboxylate N1(C=NC=C1)C(=O)OC1CN(CC1)C(=O)OC(C)(C)C